N4-methyl-N2-(4-(4-methylpiperazin-1-yl)phenyl)-N4-((3R,4R)-4-methylpiperidin-3-yl)-7H-pyrrolo[2,3-d]pyrimidin-2,4-diamine CN(C=1C2=C(N=C(N1)NC1=CC=C(C=C1)N1CCN(CC1)C)NC=C2)[C@H]2CNCC[C@H]2C